NC1(CCN(CC1)C=1C=C(C2=C(N1)NN=C2C2=C(C(=NC=C2)Br)F)O)C 6-(4-amino-4-methylpiperidin-1-yl)-3-(2-bromo-3-fluoropyridin-4-yl)-1H-pyrazolo[3,4-b]pyridin-4-ol